Dihydroxydithiophosphate OS(=P([S-])([O-])[O-])O